3-{4-[(3R,4S)-4-amino-3-methoxypiperidin-1-yl]-3-(3,5-difluorophenyl)quinolin-6-yl}-2-(methoxymethoxy)benzonitrile N[C@@H]1[C@@H](CN(CC1)C1=C(C=NC2=CC=C(C=C12)C=1C(=C(C#N)C=CC1)OCOC)C1=CC(=CC(=C1)F)F)OC